copper-germanium-zinc [Zn].[Ge].[Cu]